C(=CCC)P(O)(=O)CCCCCCCCCCCCCCCCCC butenyl-octadecyl-phosphinic acid